4-(perfluorononanoyloxy)phthalic acid FC(C(=O)OC=1C=C(C(C(=O)O)=CC1)C(=O)O)(C(C(C(C(C(C(C(F)(F)F)(F)F)(F)F)(F)F)(F)F)(F)F)(F)F)F